N-(2-chloro-4-(trifluoromethyl)phenyl)-3,3-difluoro-1-(4-iodo-1H-pyrazol-1-yl)cyclobutane-1-Formamide ClC1=C(C=CC(=C1)C(F)(F)F)NC(=O)C1(CC(C1)(F)F)N1N=CC(=C1)I